N-(2-(3-chloro-2-fluorophenylmethylamino)-2-oxoethyl)-N-isopropyl-2-(4-oxo-4,5-dihydro-2H-pyrazolo[3,4-d]pyrimidin-2-yl)acetamide diethyl-(3-bromophenoxy)methylphosphonate C(C)OP(OCC)(=O)COC1=CC(=CC=C1)Br.ClC=1C(=C(C=CC1)CNC(CN(C(CN1N=C2N=CNC(C2=C1)=O)=O)C(C)C)=O)F